BrC1=CC=C(CC2=CC(=C(C(N2)=O)C(=O)OCC)Cl)C=C1 ethyl 6-(4-bromobenzyl)-4-chloro-2-oxo-1,2-dihydropyridine-3-carboxylate